8-(2-ethoxyethyl)-9-fluoro-3-(hydroxymethyl)-6,7-dihydro-1H,5H-pyrido[3,2,1-ij]quinolin-1-one C(C)OCCC1=C(C=C2C(C=C(N3C2=C1CCC3)CO)=O)F